N-butylamino-2,6-di-ethynylpyridine-4-carboxamide C(CCC)NNC(=O)C1=CC(=NC(=C1)C#C)C#C